(4-((4-((tert-butyldimethylsilyl)oxy)tetrahydrofuran-3-yl)amino)-2-(methylthio)pyrimidin-5-yl)methanol [Si](C)(C)(C(C)(C)C)OC1C(COC1)NC1=NC(=NC=C1CO)SC